CC1(CCC2C1N1C(C=3C=CC=CC23)=CC(C(=C1)C(=O)O)=O)C 3,3-dimethyl-7-oxo-1,2,3,3a,7,12b-hexahydrocyclopenta[c]pyrido[2,1-a]isoquinoline-6-carboxylic acid